1-(2,2,2-trifluoroethyl)-1H-pyrazolo[3,4-c]pyridine-5-carbaldehyde FC(CN1N=CC=2C1=CN=C(C2)C=O)(F)F